ethyl 3-benzyl-2-imino-thiazole-4-carboxylate hydrobromide Br.C(C1=CC=CC=C1)N1C(SC=C1C(=O)OCC)=N